ClC1=CC(=C(C2=C1NCCO2)C(=O)OC)F methyl 5-chloro-7-fluoro-3,4-dihydro-2H-1,4-benzoxazine-8-carboxylate